bromo-4-phenyl-5H-pyrido[3,2-b]indole BrC=1C=C(C=2NC=3C=CC=CC3C2N1)C1=CC=CC=C1